N-(trans-4-((5-fluoro-4-(3-(6-oxopiperidin-3-yl)phenyl)pyrimidin-2-yl)amino)cyclohexyl)acetamide FC=1C(=NC(=NC1)N[C@@H]1CC[C@H](CC1)NC(C)=O)C1=CC(=CC=C1)C1CNC(CC1)=O